C(C1=CC=CC=C1)N(C=1C=C(OC=2N=C(C3=C(N2)C=NC=C3)O)C=CC1)C 2-[3-(benzyl-methyl-amino)-phenoxy]-pyrido[3,4-d]pyrimidin-4-ol